N[C@@]1(C([C@@H](CC1)NC=1C=2N(N=CC1C(=NC1=C(C=C(C=C1)O)Cl)N)C=C(C2)C=2C=NN(C2)CCO)(C)C)C 4-[[(1R,3S)-3-amino-2,2,3-trimethyl-cyclopentyl]amino]-N'-(2-chloro-4-hydroxy-phenyl)-6-[1-(2-hydroxyethyl)pyrazol-4-yl]pyrrolo[1,2-b]pyridazine-3-carboxamidine